3-(fluoromethoxy)-4-((3-(4-(((1S,4S)-4-((2-methoxyethyl)(methyl)amino)cyclohexyl)amino)-1-(2,2,2-trifluoroethyl)-1H-indol-2-yl)prop-2-yn-1-yl)amino)-N-methyl-benzamide FCOC=1C=C(C(=O)NC)C=CC1NCC#CC=1N(C2=CC=CC(=C2C1)NC1CCC(CC1)N(C)CCOC)CC(F)(F)F